[Y].[Yb].C(CCCCCCC\C=C/CCCCCCCC)(=O)O oleic acid ytterbium yttrium